2,4-dichloro-1,3-phenylenediamine ClC1=C(C=CC(=C1N)Cl)N